C(\C=C\C1=CC=CC=C1)(=O)N1CCC(CC1)OC=1C=CC=C2C(=NN(C12)C)C1C(NC(CC1)=O)=O (E)-3-(7-((1-Cinnamoylpiperidin-4-yl)oxy)-1-methyl-1H-indazol-3-yl)piperidine-2,6-dione